oxa[4,7,10,14]tetraazacycloheptadecino[16,17-f]quinoline 18-oxide C1=NC=CC=NC=CN=CC=NC=COC=2C1=C1C=CC=[N+](C1=CC2)[O-]